FC=1C=C(C=C2CCN(CC12)C1CCC12CCN(CC2)C)C(=O)OC methyl 8-fluoro-2-(7-methyl-7-azaspiro[3.5]nonan-3-yl)-3,4-dihydro-1H-isoquinoline-6-carboxylate